(S)-4-(7-amino-5-azaspiro[2.4]hept-5-yl)butanenitrile N[C@@H]1CN(CC12CC2)CCCC#N